COC1(CC(CN(CCOC(C(C(C(C1)C)=O)(C)C)=O)CCC)C)C 8-methoxy-6,8,10,12,12-pentamethyl-4-propyl-1-oxa-4-azacyclotridecane-11,13-dione